C(C)(C)N1CCC=CC1 1-isopropyl-1,2,3,6-tetrahydropyridin